C(C)(=O)OC[C@@H](OC(C)=O)[C@@H](OC)[C@H](OC)[C@H](OC(C)=O)COC 1,2,5-tri-O-acetyl-3,4,6-tri-O-methyl-mannitol